FC1CN(CCC1N)S(=O)(=O)C 3-fluoro-1-(methylsulfonyl)piperidin-4-amine